5,13,13-trifluoro-8-oxa-1,11,17,21,23-pentazapentacyclo[14.5.2.111,14.02,7.019,22]tetracosa-2,4,6,16,18,20,22-heptaen-18-ol FC1=CC=C2N3N=CC4=C(N=C(CC5C(CN(CCOC2=C1)C5)(F)F)N=C34)O